2-((6-amino-2-(3-fluorophenyl)-5-(2-methoxyphenoxy)pyrimidin-4-yl)oxy)ethan-1-ol NC1=C(C(=NC(=N1)C1=CC(=CC=C1)F)OCCO)OC1=C(C=CC=C1)OC